tert-butyl (4S)-4-[[4-[3-(2,6-dibenzyloxy-3-pyridyl)-5,7-difluoro-1-methyl-indazol-6-yl]-3,6-dihydro-2H-pyridin-1-yl]methyl]-3,3-difluoro-piperidine-1-carboxylate C(C1=CC=CC=C1)OC1=NC(=CC=C1C1=NN(C2=C(C(=C(C=C12)F)C=1CCN(CC1)C[C@H]1C(CN(CC1)C(=O)OC(C)(C)C)(F)F)F)C)OCC1=CC=CC=C1